ClC=1C=NN(C1C1=CC=C2C=3N(C(COC31)C3=CC=CC=C3)C(N2)=O)C 7-(4-Chloro-1-methyl-1H-pyrazol-5-yl)-4-phenyl-4,5-dihydroimidazo[1,5,4-de][1,4]benzoxazin-2(1H)-one